CC1=C(OCC2=CNC(O2)=O)C=CC(=C1)C 5-[(2,4-Dimethylphenoxy)methyl]oxazol-2(3H)-one